NCC(=O)OCC(O)O.[Na] sodium dihydroxyethyl Glycinat